C(C)N(CCCOC=1C=C(C=CC1OC)NC1=NC=CC(=N1)NC)CC N2-(3-(3-(diethylamino)propoxy)-4-methoxyphenyl)-N4-methylpyrimidine-2,4-diamine